CC1=CC=C(C=C1)S(=O)(=O)O.C(CCC)N1N=C2C(=N1)C=CC(=C2)OC\C(\CN)=C\F (E)-2-(((2-butyl-2H-benzo[d]-[1,2,3]triazol-5-yl)oxy)methyl)-3-fluoroprop-2-en-1-amine 4-methylbenzene-sulfonate